(6-((2-((4-(4-cyclopentyl-piperazin-1-yl)-2-methoxy-5-(1-methyl-1H-pyrazol-4-yl)phenyl)amino)-7H-pyrrolo[2,3-d]pyrimidin-4-yl)amino)quinoxalin-5-yl)dimethyl-phosphine oxide C1(CCCC1)N1CCN(CC1)C1=CC(=C(C=C1C=1C=NN(C1)C)NC=1N=C(C2=C(N1)NC=C2)NC=2C(=C1N=CC=NC1=CC2)P(C)(C)=O)OC